COC(C1CCC(CC1)OC1CCN(CC1)C1=CC2=C(N(C(N2C)=O)C2C(NC(CC2)=O)=O)C=C1)OC 3-[5-[4-[4-(dimethoxymethyl)cyclohexoxy]-1-piperidyl]-3-methyl-2-oxo-benzimidazol-1-yl]piperidine-2,6-dione